(2-chloro-6-fluorophenyl)-6,7-difluoro-2,3-dihydro-phthalazine-1,4-dione ClC1=C(C(=CC=C1)F)N1C(C2=CC(=C(C=C2C(N1)=O)F)F)=O